4-(naphthalene-1-yl)-3,5-biphenyl C1(=CC=CC2=CC=CC=C12)C1=C(C=CC=C1)C=1C=CC=CC1